CC1=NNC(=C1)C1=CC=CC=C1 3-methyl-5-phenylpyrazole